N-[3-hydroxy-1-(2-hydroxyethyl)propyl]carbamic acid tert-butyl ester C(C)(C)(C)OC(NC(CCO)CCO)=O